CN1C(=NC=C1C(C)O)[N+](=O)[O-] 1-(1-methyl-2-nitro-1H-imidazol-5-yl)ethan-1-ol